FC([C@H](C)N1N=NC2=C1C=C(C=C2)C=2C=CN1N=C(N=C(C12)OC)N[C@H]1[C@H](CN(CC1)C)F)F 5-(1-((S)-1,1-difluoropropan-2-yl)-1H-benzo[d][1,2,3]triazol-6-yl)-N-((3S,4R)-3-fluoro-1-methylpiperidin-4-yl)-4-methoxypyrrolo[2,1-f][1,2,4]triazin-2-amine